3-methyl-3-(hexoxymethyl)oxetane CC1(COC1)COCCCCCC